13-chloro-4,19,20-trifluoro-14-hydroxy-16,16-dioxo-9-oxa-16λ6-thia-17-azatetracyclo[16.3.1.111,15.02,7]tricosan-1(21),2,4,6,11,13,15(23),18(22),19-nonaen-10-one ClC=1C=C2C(OCC3=CC=C(C=C3C3=CC(=C(C(NS(C(C1O)=C2)(=O)=O)=C3)F)F)F)=O